((((S)-1-amino-1-oxobutyl-2-yl)amino)methyl)hexanoic acid NC(C(CC)=NCC(C(=O)O)CCCC)=O